4-ethynyl-2-(4-(trifluoromethyl)phenyl)quinoline-7-carboxylic acid C(#C)C1=CC(=NC2=CC(=CC=C12)C(=O)O)C1=CC=C(C=C1)C(F)(F)F